methyl 2-(4-(5-(5-((R)-1-(3,5-dichloropyridin-4-yl)ethoxy)-1-(tetrahydro-2H-pyran-2-yl)-1H-indazol-3-yl)pyridin-2-yl)piperazin-1-yl)acetate ClC=1C=NC=C(C1[C@@H](C)OC=1C=C2C(=NN(C2=CC1)C1OCCCC1)C=1C=CC(=NC1)N1CCN(CC1)CC(=O)OC)Cl